ClC=1C(=C2C=NC(=NC2=C(C1C1=C2C=NNC2=CC=C1C)OCC(F)(F)F)OC[C@H]1N(CCC1)C)N1CC2(CN(C2)C(C=C)=O)CC1 1-(6-(6-chloro-7-(5-methyl-1H-indazol-4-yl)-2-(((S)-1-methylpyrrolidin-2-yl)methoxy)-8-(2,2,2-trifluoroethoxy)quinazolin-5-yl)-2,6-diazaspiro[3.4]octan-2-yl)prop-2-en-1-one